NC1=NC(=CC(=C1)NC(CCC)CCC)CC1=C(C=C(C=C1)C(=O)N1CCN(CC1)C)OC 2-amino-4-(heptan-4-ylamino)-6-(2-methoxy-4-(4-methylpiperazine-1-carbonyl)benzyl)pyridine